BrC1=CC=C(C2=C1NC=N2)C(=O)N2CCC=1N(N=C3CCN(C[C@H]2C13)C(C=C)=O)C1=CC=C(C=C1)C(C)C |r| Racemic-1-(5-(7-bromo-1H-benzo[d]imidazole-4-carbonyl)-2-(4-isopropylphenyl)-2,3,4,5,5a,6,8,9-octahydro-7H-1,2,5,7-tetraazabenzo[cd]azulen-7-yl)prop-2-en-1-one